(3-bromo-5-methylphenyl)(chloromethyl)dimethylsilane BrC=1C=C(C=C(C1)C)[Si](C)(C)CCl